2,2,5-trimethyl-1,3-dioxane-5-carboxylic acid CC1(OCC(CO1)(C(=O)O)C)C